racemic-(3-(3-chlorophenyl)-2,7-dimethyl-2,4,5,7-tetrahydro-6H-pyrazolo[3,4-c]pyridin-6-yl)(quinoxalin-6-yl)methanone ClC=1C=C(C=CC1)C=1N(N=C2[C@H](N(CCC21)C(=O)C=2C=C1N=CC=NC1=CC2)C)C |r|